CC=1C(=NC=C(C1)[N+](=O)[O-])C(=O)NNC(=O)OC(C)(C)C tert-butyl 2-[(3-methyl-5-nitropyridin-2-yl)carbonyl]hydrazinecarboxylate